O1COC2=C1C=CC=C2CN(CC)CC2=CC(=NC=C2)N2CCCCC2 N-(1,3-benzodioxol-4-ylmethyl)-N-[[2-(1-piperidyl)-4-pyridyl]methyl]ethanamine